N-(4-(1-(cyclopropanecarbonyl)indolin-5-yl)-5-methylthiazol-2-yl)-2-(3-(2-(2-((2-(2,6-dioxopiperidin-3-yl)-1,3-dioxoisoindolin-5-yl)amino)ethoxy)ethoxy)phenyl)acetamide C1(CC1)C(=O)N1CCC2=CC(=CC=C12)C=1N=C(SC1C)NC(CC1=CC(=CC=C1)OCCOCCNC=1C=C2C(N(C(C2=CC1)=O)C1C(NC(CC1)=O)=O)=O)=O